porphyrin imidazole salt N1C=NC=C1.C12=CC=C(N1)C=C1C=CC(=N1)C=C1C=CC(N1)=CC=1C=CC(N1)=C2